O1CCOC=2C1=CC=1C=CC(NC1C2)=O 2H-[1,4]dioxino[2,3-g]quinolin-7-one